(pyridin-2-yl)quinoline-4-carboxylic acid N1=C(C=CC=C1)C1=NC2=CC=CC=C2C(=C1)C(=O)O